FC1=C(C=C(C=C1)C=1N=CN(C1C1=CC=C2C=NNC2=C1)C)C 6-(4-(4-Fluoro-3-methylphenyl)-1-methyl-1H-imidazol-5-yl)-1H-indazole